N1=C(C=CC=C1)C(C)OC1=CC=C(C=N1)C1=NC=CC=C1 6'-(1-(pyridin-2-yl)ethoxy)-2,3'-bipyridine